[N+](=O)([O-])C=1C=C(C(=O)O[C@H]([C@@H](C)[C@H]2O[C@@H]2C[C@@](C=C)(C)O)CC)C=C(C1)[N+](=O)[O-] (2R,3S)-2-((2R,3R)-3-((R)-2-hydroxy-2-methylbut-3-en-1-yl)oxiran-2-yl)pentan-3-yl 3,5-dinitrobenzoate